[Si](C)(C)(C(C)(C)C)OCCSC=1N=NC(=CC1NC1=CC(=NC=N1)NC(=O)C1CC(C1)N1CCN(CC1)C1CC1)C1=C(C=CC(=C1)Cl)F N-(6-{[3-({2-[(tert-butyldimethylsilyl)oxy]ethyl}sulfanyl)-6-(5-chloro-2-fluorophenyl)pyridazin-4-yl]amino}pyrimidin-4-yl)-3-(4-cyclopropylpiperazin-1-yl)cyclobutane-1-carboxamide